CC1=C(C=CC(=C1)OC1=CC=C(C(=N1)C)NC)C1=C(C=CC=C1)C 6-((2,2'-dimethyl-[1,1'-biphenyl]-4-yl)oxy)-N,2-dimethylpyridin-3-amine